5-(5-ethyl-2,4-dihydroxyphenyl)-N-(pentan-3-yl)-4H-1,2,4-triazole-3-carboxamide C(C)C=1C(=CC(=C(C1)C=1NC(=NN1)C(=O)NC(CC)CC)O)O